NC1=C(C=CC(=C1F)NCC1=CC=C(C=C1)C(F)(F)F)NC(C(C(CCCCC)F)F)=O N-(2-amino-3-fluoro-4-((4-(trifluoromethyl)benzyl)amino)phenyl)-2,3-difluorooctanamide